tert-butyl 4-(5-(3'-chloro-5-fluoro-2-methoxy-4'-(3-methyl-2-oxoimidazolidin-1-yl)-[1,1'-biphenyl]-3-yl)-2-(methoxycarbonyl)pyridin-3-yl)piperazine-1-carboxylate ClC=1C=C(C=CC1N1C(N(CC1)C)=O)C1=C(C(=CC(=C1)F)C=1C=C(C(=NC1)C(=O)OC)N1CCN(CC1)C(=O)OC(C)(C)C)OC